4-isothiocyanato-1-methyl-1H-pyrazole N(=C=S)C=1C=NN(C1)C